O1N=CC2=C1N=CO2 isoxazolo[5,4-d]oxazole